FC=1C(=NC=C(C1)F)COC1=CC(N(C(=C1)C)C1=CC=NC=C1C)=O 4-((3,5-difluoropyridin-2-yl)methoxy)-5',6-dimethyl-2H-[1,4'-bipyridine]-2-one